tert-Butyl 4-[1-(4-amino-3-methoxy-phenyl)-4-piperidyl]piperazine-1-carboxylate NC1=C(C=C(C=C1)N1CCC(CC1)N1CCN(CC1)C(=O)OC(C)(C)C)OC